BrC1=CC=C(C(=N1)NCC1=C(C=C(C=C1)OC)OC)CC 6-Bromo-N-(2,4-dimethoxybenzyl)-3-ethylpyridin-2-amine